C1(CCC1)C=1C(=NN(C1C1=CC=C(C=C1)OC(F)(F)F)C)NC(CC1(CC1)C(F)(F)F)=O N-(4-cyclobutyl-1-methyl-5-(4-(trifluoromethoxy)phenyl)-1H-pyrazol-3-yl)-2-(1-(trifluoromethyl)cyclopropyl)acetamide